4-(3-amino-4-(2,5-difluorophenyl)pyridin-2-yl)tetrahydro-2H-thiopyran 1,1-dioxide NC=1C(=NC=CC1C1=C(C=CC(=C1)F)F)C1CCS(CC1)(=O)=O